N-(5-chloropyridin-2-yl)-4-(5-ethoxypyridin-2-yl)thiazol-2-amine ClC=1C=CC(=NC1)NC=1SC=C(N1)C1=NC=C(C=C1)OCC